C(C)(C)(C)OOC1CCC(CC1)OOC(C)(C)C 1,4-bis(t-butylperoxy)cyclohexane